C(C)(C)(C)OC(=O)N1CCC(CC1)OCC#CC1=CC=C(C(=O)C2=C(C(=CN2C)C(=O)O)C2=C(C(=CC=C2F)F)C)C=C1 5-(4-(3-((1-(Tert-butoxycarbonyl)piperidin-4-yl)oxy)prop-1-yn-1-yl)benzoyl)-4-(3,6-difluoro-2-methylphenyl)-1-methyl-1H-pyrrole-3-carboxylic acid